(2S,5S)-1-acetyl-5-methyl-N-[(S)-phenyl[4-(propan-2-yl)phenyl]methyl]pyrrolidine-2-carboxamide C(C)(=O)N1[C@@H](CC[C@@H]1C)C(=O)N[C@H](C1=CC=C(C=C1)C(C)C)C1=CC=CC=C1